rac-cis-6-(4-((4-chlorophenyl)(phenyl)methyl)piperazine-1-carbonyl)hexahydro-2H-pyrido[4,3-b][1,4]Oxazin ClC1=CC=C(C=C1)[C@H](N1CCN(CC1)C(=O)N1C[C@@H]2[C@@H](OCCN2)CC1)C1=CC=CC=C1 |&1:7|